5-(3-amino-8-chloro-6-isoquinolinyl)-N,1-dimethyl-pyrazole-3-carboxamide NC=1N=CC2=C(C=C(C=C2C1)C1=CC(=NN1C)C(=O)NC)Cl